BrC=1C=C(C=CC1)[C@H]1NC(OC1)=O (R)-4-(3-bromophenyl)-oxazolidin-2-one